NC1=C(C=C(C(=O)OC)C=C1)C=1N=NN(N1)C methyl 4-amino-3-(2-methyltetrazol-5-yl)benzoate